N-(2-bromo-6-methylphenyl)-6-chloro-1-methyl-1H-pyrazolo[3,4-d]pyrimidin-3-amine BrC1=C(C(=CC=C1)C)NC1=NN(C2=NC(=NC=C21)Cl)C